C(C=C)(=O)OCC12C(CCCC1)O2 acrylic acid, epoxycyclohexylmethyl ester